NCCOC(=O)C1=CC2=C(N=C(O2)C2=CC(=CC(=C2)Cl)Cl)C=C1 2-(3,5-dichlorophenyl)benzo[d]oxazole-6-carboxylic acid 2-aminoethyl ester